C(C)(C)(C)C(CCN(C(=O)OCC1(N(CC(C1)Br)C)CO)C)C=1N(N=C2C=CC=C(C12)B1OC(C(O1)(C)C)(C)C)C (4-bromo-1-methylpyrrolidine-2,2-diyl)dimethanol tert-butyl-N-methyl-N-[3-[2-methyl-4-(4,4,5,5-tetramethyl-1,3,2-dioxaborolan-2-yl)indazol-3-yl]propyl]carbamate